3-(2,3-dichlorophenyl)-2-methyl-6-[4-methyl-4-(methylamino)piperidin-1-yl]-3,4-dihydropyrimidin-4-one ClC1=C(C=CC=C1Cl)N1C(=NC(=CC1=O)N1CCC(CC1)(NC)C)C